2-(9H-Fluoren-9-yl)-1-[4-(5-hydroxy-2-pyridyl)piperazin-1-yl]ethanone C1=CC=CC=2C3=CC=CC=C3C(C12)CC(=O)N1CCN(CC1)C1=NC=C(C=C1)O